terephthalic acid dianilide C(C1=CC=C(C(=O)NC2=CC=CC=C2)C=C1)(=O)NC1=CC=CC=C1